C1=CC=CC=2NC3=CC=C4C(C3=CC12)=C1C=CC=CC1=N4 indoloacridine